bis(n-pentylsulfonyl)diazomethane C(CCCC)S(=O)(=O)C(=[N+]=[N-])S(=O)(=O)CCCCC